4-methoxy-5-(4,4,5,5-tetramethyl-1,3,2-dioxaborolan-2-yl)-1H-indazol-3-amine COC1=C2C(=NNC2=CC=C1B1OC(C(O1)(C)C)(C)C)N